N[C@@H]1[C@@H](OCC12CCN(CC2)C=2N=CC(=NC2)SC=2C(=C1C(N(C=NC1=CC2)CC2=CC=NO2)=O)Cl)C 6-((5-((3S,4S)-4-amino-3-methyl-2-oxa-8-azaspiro[4.5]decan-8-yl)pyrazin-2-yl)thio)-5-chloro-3-(isoxazol-5-ylmethyl)quinazolin-4(3H)-one